N-(2-aminoethyl)-2-bromoacetamide NCCNC(CBr)=O